zinc 6-chloro-4-((2-methoxy-3-(1-(methyl-d3)-1H-1,2,4-triazol-3-yl)phenyl)amino)pyridazine-3-carboxylate ClC1=CC(=C(N=N1)C(=O)[O-])NC1=C(C(=CC=C1)C1=NN(C=N1)C([2H])([2H])[2H])OC.[Zn+2].ClC1=CC(=C(N=N1)C(=O)[O-])NC1=C(C(=CC=C1)C1=NN(C=N1)C([2H])([2H])[2H])OC